3-methyl-L-valine, methyl ester CC([C@H](N)C(=O)OC)(C)C